COC=1C(=C2C(=CNC2=CC1)C=O)[N+](=O)[O-] 5-methoxy-4-nitro-1H-indole-3-carbaldehyde